ClC1=CC(=C(CC=2N=C3N(C=CC(=C3)C(=O)NCC3=CC=C(C=C3)S(=O)(=O)CC)C2CC)C=C1)C(F)(F)F 2-(4-chloro-2-(trifluoromethyl)benzyl)-3-ethyl-N-(4-(ethylsulfonyl)benzyl)imidazo[1,2-a]Pyridine-7-carboxamide